4-(6-chloro-4-oxo-4,5-dihydropyrazolo[1,5-a]pyrazin-3-yl)benzonitrile ClC=1NC(C=2N(C1)N=CC2C2=CC=C(C#N)C=C2)=O